O=C(CCCCCCC(=O)OC(CCCCCCCC)CCCCCCCC)CCCCCCC(=O)OCCCCCCCCC 1-(heptadecan-9-yl) 15-nonyl 8-oxopentadecanedioate